NC=1N=CC(=NC1OC=1C=NN(C1)C1CCN(CC1)C)C1=CC(=C(CNS(=O)(=O)C)C(=C1)C)C N-(4-(5-amino-6-((1-(1-methylpiperidin-4-yl)-1H-pyrazol-4-yl)oxy)pyrazin-2-yl)-2,6-dimethylbenzyl)methanesulfonamide